C(CCC)(C=1C(=CC(=C(C1)C(C)(C)C)O)C)C=1C(=CC(=C(C1)C(C)(C)C)O)C 4,4'-butylidenebis(6-t-butyl-meta-cresol)